(p-isopropylphenyl)(p-methylphenyl)-iodonium tetrakis(pentafluorophenyl)borate FC1=C(C(=C(C(=C1[B-](C1=C(C(=C(C(=C1F)F)F)F)F)(C1=C(C(=C(C(=C1F)F)F)F)F)C1=C(C(=C(C(=C1F)F)F)F)F)F)F)F)F.C(C)(C)C1=CC=C(C=C1)[I+]C1=CC=C(C=C1)C